BrC=1C(=CC=C2[C@H](CCC(C12)(O)CC1=NC(=NC(=C1CO)Cl)SC)C)N(CC1=CC=CC=C1)CC1=CC=CC=C1 (4S)-8-bromo-1-((6-chloro-5-(hydroxymethyl)-2-(methylthio)pyrimidin-4-yl)methyl)-7-(dibenzylamino)-4-methyl-1,2,3,4-tetrahydronaphthalen-1-ol